(S)-2-(2-(methoxymethyl)pyridin-4-yl)-6-(3-methyl-1H-pyrrolo[2,3-b]pyridin-5-yl)-8-(pyrrolidin-2-yl)-1,2,3,4-tetrahydroisoquinoline COCC1=NC=CC(=C1)N1CC2=C(C=C(C=C2CC1)C=1C=C2C(=NC1)NC=C2C)[C@H]2NCCC2